2,2-difluoro-1-methylcyclopropanecarboxylic acid FC1(C(C1)(C(=O)O)C)F